C(#N)C=1C=C(C=C(C1)C(F)(F)F)N1CCN(CC1)S(=O)(=O)C1=CC=C(C=C1)NC(C1=C(C=CC=C1)N(S(=O)(=O)C)C)=O N-(4-((4-(3-cyano-5-(trifluoromethyl)phenyl)piperazin-1-yl)sulfonyl)phenyl)-2-(N-methylmethylsulfonamido)benzamide